O=C1N(CCC(N1)=O)N1C(C2=CC=C(C=C2C1=O)CN1CCN(CC1)C1=C(C(=NC=C1)O)F)=O 2-(2,4-dioxotetrahydropyrimidin-1(2H)-yl)-5-((4-(3-fluoro-2-hydroxypyridin-4-yl)piperazin-1-yl)methyl)isoindoline-1,3-dione